[rac-cis-2-(hydroxymethyl)cyclohexyl]methyl benzoate C(C1=CC=CC=C1)(=O)OC[C@H]1[C@H](CCCC1)CO |r|